C(N)(=O)C1(CN(CCC1)C(=O)OCC1=CC=CC=C1)C(=C(F)F)C benzyl 3-carbamoyl-3-(1,1-difluoroprop-1-en-2-yl)piperidine-1-carboxylate